S1C=NC(=C1)CNC(=O)[C@H]1N2C3=C(C=CC=C3C1)CC[C@@H](C2=O)NC([C@H]([C@H](CC)C)NC(COCCF)=O)=O (2S,5S)-5-{(2S,3S)-2-[2-(2-Fluoro-ethoxy)-acetylamino]-3-methyl-pentanoylamino}-4-oxo-1,2,4,5,6,7-hexahydro-azepino[3,2,1-hi]indole-2-carboxylic acid (thiazol-4-ylmethyl)-amide